4-((2-(1H-pyrazol-4-yl)ethyl)amino)-N-(4-(2-chloro-4-fluorobenzyl)tetrahydro-2H-pyran-4-yl)-5,6-dimethylpyrimidine-2-carboxamide N1N=CC(=C1)CCNC1=NC(=NC(=C1C)C)C(=O)NC1(CCOCC1)CC1=C(C=C(C=C1)F)Cl